NC=1SC2=C(N1)C=CC(=C2)NC(=O)NC2=CC=CC=C2 1-(2-aminobenzo[d]thiazol-6-yl)-3-phenylurea